BrC1=NC=C(C2=C1C=CN2C(=O)OC(C)(C)C)Cl tert-butyl 4-bromo-7-chloro-1H-pyrrolo[3,2-c]pyridine-1-carboxylate